Bromopyridine C1=CC=NC(=C1)Br